ClC=1C=C(C=C(C1)F)C1=C(C(=CC=C1)C[C@@H]1N(C[C@@H]([C@@H]1NS(=O)(=O)CC)F)C(C(C)(C)O)=O)F N-[(2S,3R,4S)-2-[(3'-chloro-2,5'-difluoro[1,1'-biphenyl]-3-yl)methyl]-4-fluoro-1-(2-hydroxy-2-methylpropanoyl)pyrrolidin-3-yl]ethanesulfonamide